COC1CCC(CC1)C1CCC(CC1)CCC trans-4-methoxy-4'-n-propyl-1,1'-bicyclohexane